BrC1=[NH+]C(=CC=C1)C1CC1 2-bromo-6-cyclopropylpyridinium